ClC=1C(=C(C=CC1)C(C(=O)N)=C)C (3-chloro-2-methylphenyl)acrylamide